2-methoxy-5-(2,3,4-trimethoxyphenyl)-2,4,6-cycloheptatrien-1-one COC=1C(C=CC(=CC1)C1=C(C(=C(C=C1)OC)OC)OC)=O